Lithium (1-(tert-butyldimethylsilyl)-7-fluoro-1H-indol-6-yl)triisopropoxyborate [Si](C)(C)(C(C)(C)C)N1C=CC2=CC=C(C(=C12)F)[B-](OC(C)C)(OC(C)C)OC(C)C.[Li+]